FC(C1=C(C2=C(S1)C=CC(=C2)C(NC2=CC=CC=C2)=O)C=O)(F)P(OCC)(OCC)=O diethyl (difluoro(3-formyl-5-(phenylcarbamoyl)benzo[b]thiophen-2-yl)methyl)phosphonate